C(C)(C)(C)OC(N[C@@H](CC1=CC(=CC(=C1)F)F)C1=NC(=CC=C1Br)Br)=O (S)-(1-(3,6-dibromopyridin-2-yl)-2-(3,5-difluorophenyl)ethyl)carbamic acid tert-butyl ester